(S)-6-((S)-5-Chloro-6-fluoro-2-((methylamino)methyl)-2-phenyl-2,3-dihydrobenzofuran-4-yl)-7-fluoro-1H-indole-5-carboxamide ClC=1C(=CC2=C(C[C@](O2)(C2=CC=CC=C2)CNC)C1C1=C(C=C2C=CNC2=C1F)C(=O)N)F